F[C@@H]1CN(CC[C@H]1NC1=NN2C(C=N1)=C(C(=C2C(C)C)C#C[Si](C)(C)C)F)S(=O)(=O)C (3r,4r)-3-fluoro-N-{5-fluoro-7-isopropyl-6-[2-(trimethylsilyl)ethynyl]pyrrolo[2,1-f][1,2,4]triazin-2-yl}-1-methanesulfonylpiperidin-4-amine